CN(OCC#C)C1=NC(=NC(=N1)NCCC)NCC#C N-Methyl-N-(4-n-propylamino-6-prop-2-ynylamino-[1,3,5]triazin-2-yl)-O-prop-2-ynyl-hydroxylamine